NC1=NC(=CC(=N1)N1CCC2(C[C@H](NC2)C(=O)OCC)CC1)O[C@@H](C(F)(F)F)C1=C(C=C(C=C1)Cl)C1=CC(=CC=C1)N1C(N(CC1)C)=O (S)-ethyl 8-(2-amino-6-((R)-1-(5-chloro-3'-(3-methyl-2-oxoimidazolidin-1-yl)-[1,1'-biphenyl]-2-yl)-2,2,2-trifluoroethoxy)pyrimidin-4-yl)-2,8-diazaspiro[4.5]decane-3-carboxylate